FC(C(=O)O)(F)F.O1C=NN=C1 1,3,4-oxadiazole 2,2,2-trifluoroacetate